ClC1=CC=C2C=CN=C(C2=C1)NC1=CC(=NC=C1)C(=O)NCC1=CC(=CC=C1)OC 4-((7-chloroisoquinolin-1-yl)amino)-N-(3-methoxybenzyl)pyridinecarboxamide